FC1=CC=C(C=C1)[C@@H](C)N(C(=O)C=1C=NC2=CC=CC=C2C1)CC=1C=C(C(=O)O)C=CC1 3-[[[(1R)-1-(4-fluorophenyl)ethyl]-(quinoline-3-carbonyl)amino]methyl]benzoic acid